[(1-methylethyl)benzene] iron (II) [Fe+2].CC(C)C1=CC=CC=C1